C(#N)C1=C(C=CC=C1C=1C=NN(C1)C)NC1=CC(=NC=C1C(=O)NOC)NC1=NC=C(C=C1)F 4-((2-cyano-3-(1-methyl-1H-pyrazol-4-yl)phenyl)amino)-6-((5-fluoropyridin-2-yl)-amino)-N-methoxynicotinamide